[Cl-].C1(C=CC=C1)C(C[Zr+3])C1C=CC=C1.[Cl-].[Cl-] bis(cyclopentadienyl)ethyl-zirconium chloride